C(C1=CC=CC=C1)OC1=C(C=C(C=C1)F)OC 1-(benzyloxy)-4-fluoro-2-methoxybenzene